(R) or (S)-isobutyl-succinonitrile C(C(C)C)[C@@H](C#N)CC#N |o1:4|